C(C)S(=O)(=O)NC=1C(=C(C(=O)N)C(=CC1)C)O ethanesulfonylamino-2-hydroxy-6-methyl-benzamide